(2r,4s)-6-(2-methylpyridin-4-yl)-6-azaspiro[3.4]octan CC1=NC=CC(=C1)N1CC2(CCC2)CC1